trans-[(3S)-3-(3,5-difluorophenyl)isoxazolidin-2-yl]-[4-[[6-(3,5-dimethylpyrazol-1-yl)pyrimidin-4-yl]methyl]cyclohexyl]methanone FC=1C=C(C=C(C1)F)[C@H]1N(OCC1)C(=O)[C@@H]1CC[C@H](CC1)CC1=NC=NC(=C1)N1N=C(C=C1C)C